C(C)(C)(C)OC(C[C@@H](C(=O)ON1C(CCC1=O)=O)NC(=O)OCC1=CC=CC=C1)=O (3S)-3-{[(benzyloxy)carbonyl]amino}-4-[(2,5-dioxopyrrolidin-1-yl)oxy]-4-oxobutanoic acid tert-butyl ester